FC=1C(=NC(=CC1)C(F)(F)F)N1CCNCC1 1-(3-fluoro-6-(trifluoromethyl)pyridin-2-yl)piperazine